O=C1N([C@@H]([C@H]1CC1=CC(=NC=C1)N(C(=O)OC(C)(C)C)C(=O)OC(C)(C)C)C(NCC1=C(C=C(C=C1OC)OC)OC)=O)C(N[C@H](C)C1=CC=CC=C1)=O di-tert-butyl [4-({(3R,4S)-2-oxo-1-{[(1R)-1-phenylethyl]carbamoyl}-4-[(2,4,6-trimethoxybenzyl)carbamoyl]azetidin-3-yl}methyl)pyridin-2-yl]imidodicarbonate